1,2,3,4,5,6-hexa(bromomethyl)benzene BrCC1=C(C(=C(C(=C1CBr)CBr)CBr)CBr)CBr